Tin(II) ricinoleate C(CCCCCCC\C=C/C[C@H](O)CCCCCC)(=O)[O-].[Sn+2].C(CCCCCCC\C=C/C[C@H](O)CCCCCC)(=O)[O-]